O1C(OCCOCC1)=O 1,3,6-trioxa-2-cyclooctanone